(1s,4s)-1-methyl-7-azabicyclo[2.2.1]heptane-7-carboxylic acid tert-butyl ester C(C)(C)(C)OC(=O)N1C2(CCC1CC2)C